Cl.CN1C=2CCCNC([C@H]3NC[C@@H](OC4=CC=CC(C5=CC=CC(=N1)C52)=N4)C3)=O (8S,11S)-18-methyl-7-oxa-10,13,18,19,26-pentaazapentacyclo[15.6.1.12,6.18,11.020,24]hexacosan-1(23),2(26),3,5,17(24),19,21-heptaen-12-one, hydrochloride